8-(4-chloro-2-fluoro-phenyl)-2,3-dimethyl-6-(1-methyl-5,7-dihydro-4H-pyrazolo[3,4-c]pyridin-6-yl)pyrido[3,4-d]pyrimidin-4-one ClC1=CC(=C(C=C1)C1=NC(=CC2=C1N=C(N(C2=O)C)C)N2CC1=C(CC2)C=NN1C)F